6-chloro-N-[(1S)-1-[2-(6-chloropyrimidin-4-yl)-1,2,4-triazol-3-yl]ethyl]-N-methyl-8-(trifluoromethyl)quinazolin-4-amine ClC=1C=C2C(=NC=NC2=C(C1)C(F)(F)F)N(C)[C@@H](C)C=1N(N=CN1)C1=NC=NC(=C1)Cl